2,3,5,6-tetrafluoro-benzenepentanoic acid FC1=C(C(=C(C=C1F)F)F)CCCCC(=O)O